NC1=NC=2C=C(C(=CC2C=2N1N=C(N2)[C@H]2CN(CCC2)C=2C(=NN(C2)CC(C)(O)C)C2CC2)F)OC (R)-1-(4-(3-(5-amino-9-fluoro-8-methoxy-[1,2,4]triazolo[1,5-c]quinazolin-2-yl)piperidin-1-yl)-3-cyclopropyl-1H-pyrazol-1-yl)-2-methylpropan-2-ol